(E)- and (Z)-3-hexenyl-isobutyrate C(=CCCCC)CC(C(=O)[O-])C